Pyrrolidone-5-carboxylic acid sodium salt [Na+].N1C(CCC1C(=O)[O-])=O